2-[5-methyl-1-(4-methylphenyl)pyrazol-4-yl]quinoline-4-carboxylic acid methyl ester COC(=O)C1=CC(=NC2=CC=CC=C12)C=1C=NN(C1C)C1=CC=C(C=C1)C